C(#N)C1=C(OC2=CC(=C(C=C2C(F)(F)F)C(=N)N(C)CC)C)C=CC=C1 [4-(2-cyanophenoxy)-2-methyl-5-(trifluoromethyl)phenyl]-N-ethyl-N-methyl-formamidine